FC1=CC=C(C=C1)C(C(=O)C1=CC=CC=C1)(CC(=O)C1=CC=CC=C1)C1=CC=C(C=C1)F 2,2-bis(4-fluorophenyl)-1,4-diphenylbutane-1,4-dione